N1=C(N=CC2=C1C=CS2)N THIENOPYRIMIDYLAMINE